Methyl 3-[[(3R,4R)-4-[4-chloro-2-(5-fluoro-2-pyridyl)-1H-imidazol-5-yl]-3-methyl-1-piperidyl]sulfonyl]propanoate ClC=1N=C(NC1[C@H]1[C@H](CN(CC1)S(=O)(=O)CCC(=O)OC)C)C1=NC=C(C=C1)F